3-[3-(trifluoromethyl)phenyl]urea FC(C=1C=C(C=CC1)NC(N)=O)(F)F